5-cyano-2,2-dimethyl-N-phenylethyl-3,4-dihydroquinoline-1(2H)-carboxamide C(#N)C1=C2CCC(N(C2=CC=C1)C(=O)NCCC1=CC=CC=C1)(C)C